ClC1=NC(=NC=C1)NC1=CC=C(C=C1)OC1CC(C1)N1CCOCC1 4-chloro-N-(4-((1s,3s)-3-morpholinocyclobutoxy)phenyl)pyrimidin-2-amine